6-(3-amino-6-(3-((dimethylamino)methyl)-4-fluorophenyl)-5-fluoropyrazin-2-yl)-7-fluoro-3,4-dihydroisoquinolin-1(2H)-one NC=1C(=NC(=C(N1)F)C1=CC(=C(C=C1)F)CN(C)C)C=1C=C2CCNC(C2=CC1F)=O